leucinyl mesylate S(C)(=O)(=O)OC([C@@H](N)CC(C)C)=O